(1S,3S)-3-((6-(5-(hydroxymethyl)-1-methyl-1H-pyrazol-4-yl)-2-methylpyridin-3-yl)oxy)cyclohexanecarboxylic acid isopropyl ester C(C)(C)OC(=O)[C@@H]1C[C@H](CCC1)OC=1C(=NC(=CC1)C=1C=NN(C1CO)C)C